2-p-chlorophenyl-5-(trifluoromethyl)pyrrole-3-nitrile ClC1=CC=C(C=C1)C=1NC(=CC1C#N)C(F)(F)F